N4-(3-(dimethylamino)propyl)-N2-(4-fluorophenethyl)quinazoline-2,4-diamine CN(CCCNC1=NC(=NC2=CC=CC=C12)NCCC1=CC=C(C=C1)F)C